C1(=CC=CC=C1)N(N=C(C1=NC(=NC=C1C1=C(C=CC=C1)Cl)NC1=CC=C(C=C1)C#N)C1=NC(=NC=C1C1=C(C=CC=C1)Cl)NC1=CC=C(C=C1)C#N)C(=O)N 2-chlorophenyl-2-(4-cyanophenylamino)-pyrimidin-4-ylketone-N-phenylsemicarbazone